CC1=C(C=C(C=C1)NC(C1=CC(=NC=C1)C(F)(F)F)=O)NC1=NC=CC=C1C1=C2N=CN(C2=NC=N1)C1OCCCC1 N-(4-methyl-3-((3-(9-(tetrahydro-2H-pyran-2-yl)-9H-purin-6-yl)pyridin-2-yl)amino)phenyl)-2-(trifluoromethyl)isonicotinamide